methyl 2-(3,3,3-trifluoropropyl)-2H-1,2,3-triazole-4-carboxylate FC(CCN1N=CC(=N1)C(=O)OC)(F)F